C(C1=CC=CC=C1)SC1=C(C#N)C=C(C=C1)[N+](=O)[O-] 2-(benzylthio)-5-nitrobenzonitrile